2-((4-chlorobenzofuran-7-yl)methoxy)-6-(piperidin-4-yl)pyridine 4-methylbenzenesulfonate CC1=CC=C(C=C1)S(=O)(=O)O.ClC1=CC=C(C2=C1C=CO2)COC2=NC(=CC=C2)C2CCNCC2